(biphenyl-4-yl)-(1,1':2',1''-terphenyl-4'-yl)-(9,9-diphenylfluoren-2-yl)amine C1(=CC=C(C=C1)N(C1=CC=2C(C3=CC=CC=C3C2C=C1)(C1=CC=CC=C1)C1=CC=CC=C1)C=1C=C(C(=CC1)C1=CC=CC=C1)C1=CC=CC=C1)C1=CC=CC=C1